2,5-diamino-3,6-dicyanopyrazine NC1=NC(=C(N=C1C#N)N)C#N